[NH4+].ClC1=CC(=C(COC2=NC=C(C(=N2)N2CCC3(CC3C3=NC4=C(N3C[C@H]3OCC3)C=C(C=C4)C(=O)[O-])CC2)F)C=C1)F (6-{2-[(4-chloro-2-fluorobenzyl)oxy]-5-fluoropyrimidin-4-yl}-6-azaspiro[2.5]oct-1-yl)-1-[(2S)-oxetan-2-ylmethyl]-1H-benzimidazole-6-carboxylic acid ammonium salt